3,4,5-trimethyl-styrene CC=1C=C(C=C)C=C(C1C)C